N1C(CC=2C=NC=CC21)=O 1H-pyrrolo[3,2-c]pyridin-2(3H)-one